tert-butyl ((3R,4S)-4-(1,3-dioxoisoindolin-2-yl)tetrahydrofuran-3-yl)carbamate O=C1N(C(C2=CC=CC=C12)=O)[C@H]1[C@H](COC1)NC(OC(C)(C)C)=O